tert-butyl (4-(5,5-dimethyl-1,3,2-dioxaborinan-2-yl)-7-fluorobenzo[b]thiophen-2-yl)carbamate CC1(COB(OC1)C1=CC=C(C=2SC(=CC21)NC(OC(C)(C)C)=O)F)C